di(4-amino-phenyl) sulfone NC1=CC=C(C=C1)S(=O)(=O)C1=CC=C(C=C1)N